O1C(OCC1)C1=CC(=C(C=C1)NC=O)[N+](=O)[O-] (4-(1,3-dioxolan-2-yl)-2-nitrophenyl)formamide